7-((R)-3-(dimethylamino)pyrrolidin-1-yl)-N-(5-fluoroquinolin-6-yl)-5-((R)-1-(oxetan-3-yl)ethoxy)quinazolin-4-amine CN([C@H]1CN(CC1)C1=CC(=C2C(=NC=NC2=C1)NC=1C(=C2C=CC=NC2=CC1)F)O[C@H](C)C1COC1)C